8-((cyclopropylmethyl)((1r,4r)-4-phenylcyclohexyl)amino)-5-methyl-6-oxo-5,6-dihydro-1,5-naphthyridine-2-carbonitrile C1(CC1)CN(C1=CC(N(C=2C=CC(=NC12)C#N)C)=O)C1CCC(CC1)C1=CC=CC=C1